1-((2-bromobenzyl)oxy)-2,4-xylene BrC1=C(COC2=C(C=C(C=C2)C)C)C=CC=C1